C(C)(C)(C)OC(=O)N1CC(C(CC1)N1C(NC2=C1C=CC=C2Br)=O)O 4-(4-bromo-2-oxo-2,3-dihydro-1H-1,3-benzodiazol-1-yl)-3-hydroxypiperidin-1-carboxylic acid tert-butyl ester